3-((3-bromo-4-cyanophenoxy)methyl)-4-chlorobenzo[b]thiophene-2-carboxylic acid ethyl ester C(C)OC(=O)C1=C(C2=C(S1)C=CC=C2Cl)COC2=CC(=C(C=C2)C#N)Br